3-methoxy-N,N-dimethyl-propane-1-amine COCCCN(C)C